7-amino-4-ethyl-3-oxo-3,4-dihydro-2H-benzo[b][1,4]oxazine-6-carboxylic acid methyl ester COC(=O)C1=CC2=C(OCC(N2CC)=O)C=C1N